Cl.Cl.FC(CN1C(=NC2=C1C=CC(=C2)C2CCNCC2)C2=CC(=C(C=C2)OC)OC)F 1-(2,2-difluoroethyl)-2-(3,4-dimethoxyphenyl)-5-(piperidin-4-yl)-1H-benzo[d]imidazole dihydrochloride